(1R,2R,3S,4R,5S)-4-(7-((2,5-difluorobenzyl)amino)-5-methyl-3H-imidazo[4,5-b]pyridin-3-yl)bicyclo[3.1.0]hexane-2,3-diol FC1=C(CNC2=C3C(=NC(=C2)C)N(C=N3)[C@H]3[C@@H]([C@@H]([C@@H]2C[C@H]32)O)O)C=C(C=C1)F